3-(4-(4-acetylpiperazin-1-yl)phenyl)-N-hydroxybenzo[c]isoxazole-5-carboxamide C(C)(=O)N1CCN(CC1)C1=CC=C(C=C1)C1=C2C(=NO1)C=CC(=C2)C(=O)NO